CN(CCNC(OC[C@]1(O[C@H](C[C@@H]1O)N1C2=NC(=NC(=C2N=C1)N)F)C#C)=O)CC=1OC(OC1C)=O ((2R,3S,5R)-5-(6-amino-2-fluoro-9H-purin-9-yl)-2-ethynyl-3-hydroxytetrahydrofuran-2-yl)methyl (2-(methyl((5-methyl-2-oxo-1,3-dioxol-4-yl)methyl)amino)ethyl)carbamate